CC1=C(C=CC(=C1)NCCC1=CC=CC=C1)S(=O)(=O)N methyl-4-(2-phenylethylamino)benzenesulfonamide